CC1=NC=C(N=C1)N1N=CN=C1[C@H](C)NC(C1=CC(=CC(=C1)OC(F)(F)F)S(=O)(=O)C)=O Methyl-5-(5-{(1S)-1-[3-(Methylsulfonyl)-5-(trifluoromethoxy)benzamido]ethyl}-1H-1,2,4-triazol-1-yl)pyrazin